decyl-xylosylamine C(CCCCCCCCC)NC1[C@H](O)[C@@H](O)[C@H](O)CO1